CC=1C(C(=C(C1C1=CC=CC=C1)C1=CC=CC=C1)C)=O 2,5-dimethyl-3,4-diphenylcyclopenta-2,4-dien-1-one